(R)-N-(5-((6-(3-(2,4-difluorophenyl)isoxazolidin-2-yl)pyrimidin-4-yl)amino)-4-methoxy-2-(4-(4-methylpiperazin-1-yl)-[1,4'-bipiperidin]-1'-yl)phenyl)propionamide FC1=C(C=CC(=C1)F)[C@@H]1N(OCC1)C1=CC(=NC=N1)NC=1C(=CC(=C(C1)NC(CC)=O)N1CCC(CC1)N1CCC(CC1)N1CCN(CC1)C)OC